2-chloro-6-fluoro-3-(propylsulfonamido)benzoic acid ClC1=C(C(=O)O)C(=CC=C1NS(=O)(=O)CCC)F